2,5,7-trimethyl-5,7-dihydrofuro-[3,4-d]-pyrimidine CC=1N=CC2=C(N1)C(OC2C)C